ClC1=CC=C(C=C1)C1=CC(=CN=N1)C(=O)C1=CC=C(C=C1)C (6-(4-chlorophenyl)pyridazin-4-yl)(p-tolyl)methanone